C(C)(C)(C)OC(=O)C1=C(SC2=C1CCC1(OCCO1)C2)N.C(C)O[Si](C2=CC(=CC(=C2)[Si](OCC)(OCC)OCC)[Si](OCC)(OCC)OCC)(OCC)OCC 1,3,5-tris(triethoxysilyl)benzene Tert-butyl-2-amino-4,7-dihydro-5H-spiro[1-benzothiophene-6,2'-[1,3]dioxolane]-3-carboxylate